C(C1=CC=CC=C1)C1CC(=NO1)CNC(=O)C1=CC=NN1C 5-benzyl-3-((1-methyl-1H-pyrazole-5-carboxamido)methyl)-4,5-dihydroisoxazole